2-((1r,2r)-1-(2-cyanophenyl)-1-(pyrazin-2-yl)propan-2-yl)-5-hydroxy-N-(isoxazol-4-yl)-1-methyl-6-oxo-1,6-dihydropyrimidine-4-carboxamide C(#N)C1=C(C=CC=C1)[C@@H]([C@@H](C)C=1N(C(C(=C(N1)C(=O)NC=1C=NOC1)O)=O)C)C1=NC=CN=C1